C1(CC1)CC1C2=C(C(N(C1)C)=O)C(=C(N2)C2=CC(=NC=C2)NC(CC2=CC=C(C=C2)F)=O)C2=CC=CC=C2 N-{4-[7-(cyclopropylmethyl)-5-methyl-4-oxo-3-phenyl-4,5,6,7-tetrahydro-1H-pyrrolo[3,2-c]pyridin-2-yl]pyridin-2-yl}-2-(4-fluorophenyl)acetamide